C(C)(C)OC1=C(CNC2=NC(=NC=C2)NC=2C=NN(C2)C)C=CC=C1 4-[(2-isopropoxybenzyl)amino]-2-[(1-methyl-1H-pyrazol-4-yl)amino]pyrimidin